C(C)OC(=O)C1C(N(C1)S(=O)(=O)C1=C(C=C(C=C1)Cl)Cl)COC1=CC(=C(C=C1)C#N)F ((4-cyano-3-fluorophenoxy)methyl)-1-((2,4-dichlorophenyl)sulfonyl)azetidine-3-carboxylic acid ethyl ester